CC=CC=CC=CCC(CCCCC)CC(=O)[O-] tetradec-2,4,6-trien-9-ylacetate